2-(5-(azidomethyl)-2-fluorophenyl)acetic acid N(=[N+]=[N-])CC=1C=CC(=C(C1)CC(=O)O)F